2-(4-(5-Oxohexyloxy)piperidin-1-yl)-2-phenylacetic acid methyl ester COC(C(C1=CC=CC=C1)N1CCC(CC1)OCCCCC(C)=O)=O